C1([C@@H](O)[C@H](O)[C@H](O1)CO)NC1=NC(NC=N1)=O D-arabinofuranosyl-5-azacytosine